C1N(CC12CCNCC2)CC2CCN(CC2)C2=CC=C1C(=NN(C1=C2)C)C2C(NC(CC2)=O)=O 3-(6-(4-((2,7-diazaspiro[3.5]nonan-2-yl)methyl)piperidin-1-yl)-1-methyl-1H-indazol-3-yl)piperidine-2,6-dione